N-(3-ethyloctyl)-bicyclo[2.2.1]Hept-5-ene-2,3-dicarboximide C(C)C(CCN1C(=O)C2C3C=CC(C2C1=O)C3)CCCCC